dibutyltin oxoacetate O=CC(=O)[O-].C(CCC)[Sn+2]CCCC.O=CC(=O)[O-]